NC1=C(C(=C(C=N1)C1=CC=C(C=C1)O)CC)C1=CC=CC=C1 4-(6-amino-4-ethyl-5-phenyl-3-pyridyl)phenol